linoleic acid, methyl ester C(CCCCCCC\C=C/C\C=C/CCCCC)(=O)OC